O=C1NC2=CC=C(C=C2C1=O)S(=O)(=O)N1CCC2(C[C@H](CO2)NC[C@@H](COC=2C=C(C=CC2)S(=O)(=O)NC)O)CC1 3-((S)-3-((R)-8-(2,3-dioxoindolin-5-ylsulfonyl)-1-oxa-8-azaspiro[4.5]decan-3-ylamino)-2-hydroxypropoxy)-N-methylbenzenesulfonamide